FC1=CC=C(N(C)[C@H]2[C@@H](CN(CC2)C(=O)OC(C)(C)C)OC)C=C1 tert-butyl (3R,4R)-4-(4-fluoro-N-methyl-anilino)-3-methoxy-piperidine-1-carboxylate